germanium oxide zirconium [Zr].[Ge]=O